5-bromo-3-[(1S)-1-imidazo[1,2-a]pyridin-6-ylethyl]triazolo[4,5-b]pyrazine hydrochloride Cl.BrC=1N=C2C(=NC1)N=NN2[C@@H](C)C=2C=CC=1N(C2)C=CN1